(9H-fluoren-9-yl)methyl[(2S)-6-(dimethylamino)-1-oxo-1-(piperazin-1-yl)hexan-2-yl]carbamate C1=CC=CC=2C3=CC=CC=C3C(C12)OC(N([C@H](C(N1CCNCC1)=O)CCCCN(C)C)C)=O